C(=O)C1=C(OC2=NC=CC(=C2)C(=O)/N=C/2\NC3=C(N2CC(C)(C)O)C=CC=C3)C=CC=C1OCC1=CC=C(C=C1)OC 2-{2-formyl-3-[(4-methoxyphenyl)methoxy]phenoxy}-N-[(2E)-1-(2-hydroxy-2-methylpropyl)-3H-1,3-benzodiazol-2-ylidene]pyridine-4-carboxamide